ethyl 3-(4-amino-9-(2-((1R,3S,5R)-3-((6-bromopyridin-2-yl)carbamoyl)-2-azabicyclo[3.1.0]hexan-2-yl)-2-oxoethyl)-9H-pyrimido[4,5-b]indol-6-yl)propanoate NC1=NC=NC=2N(C3=CC=C(C=C3C21)CCC(=O)OCC)CC(=O)N2[C@@H]1C[C@@H]1C[C@H]2C(NC2=NC(=CC=C2)Br)=O